C1(=CC(=CC=C1)CC1N(CC2(CC2)C1CS(=O)(=O)N)C(C(C)(F)F)=O)C1=CC=CC=C1 (6-([1,1'-biphenyl]-3-ylmethyl)-5-(2,2-difluoropropionyl)-5-azaspiro[2.4]heptan-7-yl)methanesulfonamide